1,16-bis(7-benzo[c]acridinyl)hexadecane C1=CC=CC=2C=CC=3C(=C4C=CC=CC4=NC3C21)CCCCCCCCCCCCCCCCC2=C1C=CC=CC1=NC=1C3=C(C=CC21)C=CC=C3